CC1=CC=CC=2C(NC3(CCC3)OC21)=O 8-methylspiro[benzo[e][1,3]oxazine-2,1'-cyclobutan]-4(3H)-one